(2R)-2-[(2S,3R,4S)-3,4-dihydroxy-5-oxo-tetrahydrofuran-2-yl]-2-hydroxy-acetaldehyde O[C@H]1[C@H](OC([C@H]1O)=O)[C@H](C=O)O